1,4-diisocyanato-2-methylcyclohexane N(=C=O)C1C(CC(CC1)N=C=O)C